5-amino-2-[(6-amino-5-fluoro-2-pyridyl)methyl]-8-[2-(hydroxymethyl)-6-methyl-4-pyridyl]-7-phenyl-[1,2,4]triazolo[4,3-c]pyrimidin-3-one NC1=NC(=C(C=2N1C(N(N2)CC2=NC(=C(C=C2)F)N)=O)C2=CC(=NC(=C2)C)CO)C2=CC=CC=C2